2-[3-(Methoxymethyl)-1,2,4-oxadiazol-5-yl]-5-[4-(trifluoromethoxy)benzene-1-sulfonyl]pyridin-3-amine COCC1=NOC(=N1)C1=NC=C(C=C1N)S(=O)(=O)C1=CC=C(C=C1)OC(F)(F)F